FC=1C=C(C=C(C1)OC(F)(F)F)C(C(=O)OC)(C)C methyl 2-(3-fluoro-5-(trifluoromethoxy)phenyl)-2-methylpropanoate